1'-(2-hydroxyethyl)-6-nitrospiro(2H-1-benzopyran-2,2'-indoline) OCCN1C2(CC3=CC=CC=C13)OC1=C(C=C2)C=C(C=C1)[N+](=O)[O-]